NCCOCCOCCOCCOCCOCCOC1=CC=C(C=C1)NC(C[C@H]1C=2N(C3=C(C(=N1)C1=CC=C(C=C1)Cl)C(=C(S3)C)C)C(=NN2)C)=O (S)-N-(4-((17-amino-3,6,9,12,15-pentaoxaheptadecyl)oxy)phenyl)-2-(4-(4-chlorophenyl)-2,3,9-trimethyl-6H-thieno[3,2-f][1,2,4]triazolo[4,3-a][1,4]diazepin-6-yl)acetamide